1-(4-(5-(difluoromethyl)-1,3,4-oxadiazole-2-yl)-2-fluorobenzyl)-3-(1-methylpiperidine-4-yl)-3,4-dihydroquinazoline-2(1H)-one FC(C1=NN=C(O1)C1=CC(=C(CN2C(N(CC3=CC=CC=C23)C2CCN(CC2)C)=O)C=C1)F)F